(R)-5-fluoro-3H-spiro[benzofuran-2,4'-piperidin]-3-amine FC=1C=CC2=C([C@H](C3(CCNCC3)O2)N)C1